1-(2,2-difluoro-3-hydroxypropyl)-3-(5-(5-(difluoromethoxy)-6-methoxypyridin-3-yl)pyrazolo[1,5-A]pyridin-2-yl)urea FC(CNC(=O)NC1=NN2C(C=C(C=C2)C=2C=NC(=C(C2)OC(F)F)OC)=C1)(CO)F